C(OCCC1CC1)(OC1=CC=C(C=C1)[N+](=O)[O-])=O 2-cyclopropylethyl (4-nitrophenyl) carbonate